(5-((3-fluorophenyl)ethynyl)-6-methyl-2,3-dihydro-1H-inden-1-yl)-3-methylazetidin-3-ol FC=1C=C(C=CC1)C#CC=1C=C2CCC(C2=CC1C)N1CC(C1)(O)C